C(C)[C@H]1OC2=C(CN(C1)CC=1C=C(C=CC1C)CC(C(=O)[O-])(C)C)C=C1C(=C2)OC(O1)(F)F 3-(3-(((R)-6-ethyl-2,2-difluoro-6,7-dihydro-[1,3]dioxolano[4',5':4,5]benzo[1,2-f][1,4]oxazepin-8(9H)-yl) methyl)-4-methylphenyl)-2,2-dimethylpropionate